[C@H]12CN(C[C@H](CC1)N2)C=2C1=C(N=C(N2)OC([2H])([2H])[C@H]2N(CCC2)C)CN(CC1)C1=CC(=CC2=CC=C(C(=C12)CC)F)O 4-(4-((1R,5S)-3,8-Diazabicyclo[3.2.1]octan-3-yl)-2-(((S)-1-methylpyrrolidin-2-yl)methoxy-d2)-5,8-dihydropyrido[3,4-d]pyrimidin-7(6H)-yl)-5-ethyl-6-fluoronaphthalen-2-ol